OC1=CC=C(C=C1)S(=O)(=O)C1=CC=C(C=C1)O 4-Hydroxyphenyl sulfone